(±)-tetrahydrofuran-3-carbonyl chloride O1C[C@@H](CC1)C(=O)Cl |r|